(7-oxo-1-(trifluoromethylthio)-6,7-dihydro-5H-3-azaindene-4-oxy)benzonitrile O=C1CCC(=C2N=CC(=C12)SC(F)(F)F)OC1=C(C#N)C=CC=C1